N-(2,2-dimethylbutyl)cyclohexane-1,4-diamine CC(CNC1CCC(CC1)N)(CC)C